ClC(C1=NN=C2N1C=C(N=C2)C=2C=NC(=C(C2)F)OC2CC(C2)(F)F)(F)F 3-(chlorodifluoromethyl)-6-(6-(3,3-difluorocyclobutoxy)-5-fluoropyridin-3-yl)-[1,2,4]triazolo[4,3-a]pyrazine